3-methyl-[1,2]oxazolo[5,4-b]pyridine-6-carboxylic acid CC1=NOC2=NC(=CC=C21)C(=O)O